OCC1SCC(SC1)CO 2,5-bis(hydroxymethyl)-1,4-dithiane